N-(4,4-dimethylcyclohexyl)-6-methoxy-2-(4-methylthiazol-2-yl)pyrimidin-4-amine CC1(CCC(CC1)NC1=NC(=NC(=C1)OC)C=1SC=C(N1)C)C